ClC=1C(=CC=C2C=C(C=C(C12)C1=C(C=2N=C(N=C(C2C=N1)N1CC2(CC(C2)O)CCC1)OC[C@]12CCCN2C[C@@H](C1)F)F)O)F 6-(7-(8-chloro-7-fluoro-3-hydroxynaphthalen-1-yl)-8-fluoro-2-(((2R,7aS)-2-fluorohexahydro-1H-pyrrolizin-7a-yl)methoxy)pyrido[4,3-d]pyrimidin-4-yl)-6-azaspiro[3.5]nonan-2-ol